N[C@@H](CCC(=O)OC)C(=O)OC Dimethyl glutamate